OC1=NC(=CC=C1)C(F)(F)F 2-hydroxy-6-trifluoromethylpyridine